1-(4-(5-bromopyridin-3-yl)-3-methylphenyl)pyrrolidin-2-one BrC=1C=C(C=NC1)C1=C(C=C(C=C1)N1C(CCC1)=O)C